Methyl 2-amino-3,5-dibromobenzoate NC1=C(C(=O)OC)C=C(C=C1Br)Br